dibromonickel trihydrate O.O.O.Br[Ni]Br